FC=1C=C(C=C(C1)F)N(C=1C=C2C(=NNC2=CC1)C#CC1=NC=CC=C1)C N-(3,5-difluorophenyl)-N-methyl-3-(pyridin-2-ylethynyl)-1H-indazol-5-amine